(γ-methacryloxypropyl)bis(trimethylsiloxy)methylsilane C(C(=C)C)(=O)OCCC[SiH2]C(O[Si](C)(C)C)O[Si](C)(C)C